selenium vitamin C OC=1[C@H](OC(C1O)=O)[C@H](CO)O.[Se]